N[C@H]1CN(CCC1)C1=C2C(=NC=C1)N(C(=N2)C2=CC(=C(C#N)C=C2)F)C2=CC(=CC=C2)C=C (R)-4-(7-(3-aminopiperidine-1-yl)-3-(3-vinylphenyl)-3H-imidazo[4,5-b]pyridine-2-yl)-2-fluorobenzonitrile